P(=O)(O)(O)[O-].[K+] potassium dihydrogen phosphate